[C@H]12CN(C[C@H](CC1)N2)C2=CC(=NC1=C(C(=NC=C21)C2=CC=CC1=CC=C(C(=C21)CC)F)F)OC[C@]21CCCN1C[C@@H](C2)F 4-((1R,5S)-3,8-diazabicyclo[3.2.1]octan-3-yl)-7-(8-ethyl-7-fluoronaphthalen-1-yl)-8-fluoro-2-(((2R,7aS)-2-fluorotetrahydro-1H-pyrrolizin-7a(5H)-yl)methoxy)-1,6-naphthyridine